7-(2-(3,4-dimethoxyphenyl)-3-isopropyl-1H-indol-5-yl)-1,2,3,4-tetrahydroquinoline COC=1C=C(C=CC1OC)C=1NC2=CC=C(C=C2C1C(C)C)C1=CC=C2CCCNC2=C1